BrC1=C2C(N(C(=NC2=CC=C1)C(CCC)N1CCN(CCC1)C)CC)=O 5-bromo-3-ethyl-2-(1-(4-methyl-1,4-diazepan-1-yl)butyl)quinazolin-4(3H)one